C(C)C1=C(C=C(C(=O)O)C=C1)S(NC1=C(C=C(C(=C1)C=1C=NOC1C)C)N1CCCCC1)(=O)=O 4-Ethyl-3-(N-(4-methyl-5-(5-methylisoxazol-4-yl)-2-(piperidin-1-yl)phenyl)sulfamoyl)benzoic acid